5,6-dimethyl-1,2,4-triazine-3-thiol CC=1N=C(N=NC1C)S